(1-(6-Cyclopropylpyridin-3-yl)ethyl)-3,6-dimethyl-1H-pyrazolo[3,4-d]Pyrimidine C1(CC1)C1=CC=C(C=N1)C(C)N1N=C(C=2C1=NC(=NC2)C)C